methyl 4-chloro-3-iodo-5-methylbenzoate ClC1=C(C=C(C(=O)OC)C=C1C)I